ethyl 2-[4-[[6-[3-(6-methyl-2-pyridyl)-1H-pyrazol-4-yl]-1,5-naphthyridin-4-yl]methyl]piperazin-1-yl]acetate CC1=CC=CC(=N1)C1=NNC=C1C=1N=C2C(=CC=NC2=CC1)CN1CCN(CC1)CC(=O)OCC